FC(C1=CC=C(C=C1)CCOC=1C=C2C(=CNC2=CC1)NS(=O)(=O)CC)(F)F N-(5-{2-[4-(trifluoromethyl)phenyl]ethoxy}-1H-indol-3-yl)ethane-1-sulfonamide